C(C1=CC=CC=C1)OCCOCCOC1CCN(CC1)C(=O)OCC1=CC=CC=C1 benzyl 4-[2-(2-benzyloxyethoxy)ethoxy]piperidine-1-carboxylate